CN1C(=NC2=C3CC[C@@H](NC3=CC=C21)C)CCC2=CC=NC=C2 (7S)-3,7-Dimethyl-2-[2-(pyridin-4-yl)ethyl]-3H,6H,7H,8H,9H-imidazo[4,5-f]chinolin